[Gd].[Hf] hafnium-gadolinium